C(C)C(C(=O)OCCOCCOCCOC(C(CCCC)CC)=O)CCCC tri-ethylene glycol di-(2-ethylhexanoate)